6-hydroxy-5'-methyl-4-(2-methyloctan-2-yl)-1',2',3',4'-tetrahydro-[1,1'-biphenyl]-2-yl methyl phenylphosphonate C1(=CC=CC=C1)P(OC1=C(C(=CC(=C1)C(C)(CCCCCC)C)O)C1CCCC(=C1)C)(OC)=O